C[C@@H]1C=2C(=CC=NC2[C@H](CC1)C)O (5S,8S)-5,8-dimethyl-5,6,7,8-tetrahydroquinolin-4-ol